2,4-bis(hydroxymethyl)aniline tert-butyl-3-bromo-5-(tert-butyldimethylsilyloxy)-1H-indole-1-carboxylate C(C)(C)(C)OC(=O)N1C=C(C2=CC(=CC=C12)O[Si](C)(C)C(C)(C)C)Br.OCC1=C(N)C=CC(=C1)CO